FC(CNC(=O)C1=CN=C2N1C=C(C=C2)C2=CNC1=NC=C(C=C12)C(=O)N1CCN(CC1)C)F N-(2,2-difluoroethyl)-6-(5-(4-methylpiperazine-1-carbonyl)-1H-pyrrolo[2,3-b]pyridin-3-yl)imidazo[1,2-a]pyridine-3-carboxamide